ClC=CC(=O)O 3-chloroacrylic acid